2-bromo-1-(naphthalen-2-yl)ethanone BrCC(=O)C1=CC2=CC=CC=C2C=C1